p-methoxyl-benzene isocyanate [N-]=C=O.O(C)C1=CC=CC=C1